FC1(CC(C1)C=1C=CC(=NC1F)C(NC(=O)C1N(CC(C1)F)C(CC1=NC=CN(C1=O)CC)=O)C1=CC=CC=C1)F N-{[5-(3,3-difluorocyclobutyl)-6-fluoropyridin-2-yl](phenyl)methyl}-1-[2-(4-ethyl-3-oxo-3,4-dihydropyrazin-2-yl)acetyl]-4-fluoropyrrolidine-2-carboxamide